N(=O)[O-].[Na+] sodium nitrit